2-(4-chloro-3-fluorophenoxy)-N-(3-(5-(methylsulfanyl)-1,3,4-oxadiazol-2-yl)bicyclo[1.1.1]pentan-1-yl)acetamide ClC1=C(C=C(OCC(=O)NC23CC(C2)(C3)C=3OC(=NN3)SC)C=C1)F